ethyl 3-methyl-2-(3-(3-(3-((methylsulfonyl)oxy)propoxy)propoxy)isoxazol-5-yl)butanoate CC(C(C(=O)OCC)C1=CC(=NO1)OCCCOCCCOS(=O)(=O)C)C